C(CCC)OC(C)COC(C)CO dipropylene glycol mono-normal-butyl ether